C[Si](CCCS[Si](C)(C)C)(OCC)OCC (trimethylsilyl) [3-(methyldiethoxysilyl)propyl] sulfide